1,3,7-Trimethyl-8-(methylsulfonyl)-1H-purin-2,6(3H,7H)-dion CN1C(N(C=2N=C(N(C2C1=O)C)S(=O)(=O)C)C)=O